C(C)OCC=1NC2=C(C=NC=3C=CC=CC23)N1 2-(ethoxymethyl)-1H-imidazo[4,5-c]quinoline